3,9-dimethylundecane CC(CC)CCCCCC(CC)C